Methyl ((4-(4-((2-cyclopropyl-1H-imidazol-1-yl)methyl)phenyl)-2-propylthiazol-5-yl)sulfonyl)carbamate C1(CC1)C=1N(C=CN1)CC1=CC=C(C=C1)C=1N=C(SC1S(=O)(=O)NC(OC)=O)CCC